tert-butyl (tert-butoxycarbonyl)-L-homocysteinate C(C)(C)(C)OC(=O)N[C@@H](CCS)C(=O)OC(C)(C)C